NC1=C(C(NC2=C(C=CC=C12)C1=C(C=CC(=C1)OCC1=NC=C(C=C1)C#N)F)=O)C(=O)NCCC 4-Amino-8-[5-[(5-cyano-2-pyridyl)methoxy]-2-fluoro-phenyl]-2-oxo-N-propyl-1H-quinoline-3-carboxamide